1-((3s,5r)-1-propenyl-5-(methoxymethyl)pyrrolidin-3-yl)-3-((7-fluoro-2,3-dihydro-1H-benzo[d]pyrrolo[1,2-a]imidazol-6-yl)ethynyl)-5-(methylamino)-1H-pyrazole-4-carboxamide C(=CC)N1C[C@H](C[C@@H]1COC)N1N=C(C(=C1NC)C(=O)N)C#CC=1C(=CC2=C(N=C3N2CCC3)C1)F